2-(2,6-dioxopiperidin-3-yl)-5-(4-hydroxybut-1-ynyl)isoindoline-1,3-dione O=C1NC(CCC1N1C(C2=CC=C(C=C2C1=O)C#CCCO)=O)=O